C1(CCCCC1)CCN(C(=O)C1=CC=C(C(=O)OC)C=C1)OC methyl 4-[(2-cyclohexylethyl)(methoxy)carbamoyl]benzoate